3-(2-(2-(2,5-dioxo-3,4-bis(phenylthio)-2,5-dihydro-1H-pyrrol-1-yl)ethoxy)ethoxy)propanamide O=C1N(C(C(=C1SC1=CC=CC=C1)SC1=CC=CC=C1)=O)CCOCCOCCC(=O)N